BrC1=CC=C(C=C1)C1=NN(C(=C1C#N)NC)C=1C=NC=CC1 3-(4-bromophenyl)-5-(methylamino)-1-(3-pyridyl)pyrazole-4-carbonitrile